methyl N-(5-chloro-2-(2,6-difluorophenyl)-1-ethyl-6-oxo-1,6-dihydropyridin-3-yl)formimidate ClC1=CC(=C(N(C1=O)CC)C1=C(C=CC=C1F)F)N=COC